8-amino-6-(2-methylphenyl)-5-oxo-2,3-dihydro-5H,6H-pyrano[2,3-d][1,3]thiazolo[3,2-a]pyrimidine-7-carbonitrile NC1=C(C(C2=C(N=C3N(C2=O)CCS3)O1)C1=C(C=CC=C1)C)C#N